C(C1=CC=CC=C1)OC(=O)N[C@@H]1C[C@H](NCC1)CC(=O)O ((2S,4S)-4-(((benzyloxy)carbonyl)amino)piperidin-2-yl)acetic acid